3-(3-chloro-2-methoxyanilino)-2-(3-{[(2S)-1-(2,2,2-trifluoroethyl)pyrrolidin-2-yl]methoxy}pyridin-4-yl)-1,5,6,7-tetrahydro-4H-pyrrolo[3,2-c]pyridin-4-one ClC=1C(=C(NC2=C(NC3=C2C(NCC3)=O)C3=C(C=NC=C3)OC[C@H]3N(CCC3)CC(F)(F)F)C=CC1)OC